3-(8-(1-((1s,4s)-4-(4-(3-amino-6-(2-hydroxyphenyl)pyridazin-4-yl)-1H-pyrazol-1-yl)cyclohexyl)piperidin-4-yl)-2,3-dihydro-4H-benzo[b][1,4]oxazin-4-yl)piperidine-2,6-dione NC=1N=NC(=CC1C=1C=NN(C1)C1CCC(CC1)N1CCC(CC1)C1=CC=CC2=C1OCCN2C2C(NC(CC2)=O)=O)C2=C(C=CC=C2)O